[N+](=O)([O-])C1=C(C=C(C=C1)[N+](=O)[O-])NN 2,5-dinitrophenylhydrazine